ethyl (1R,3R)-2,2-difluoro-3-(4-sulfamoylphenyl)cyclopropanecarboxylate FC1([C@H]([C@@H]1C1=CC=C(C=C1)S(N)(=O)=O)C(=O)OCC)F